butyl 5-(1-(4-chloro-3-methylphenyl)-5-oxopyrrolidine-3-carboxamido)-3-cyclopropyl-1H-pyrazole-1-carboxylate ClC1=C(C=C(C=C1)N1CC(CC1=O)C(=O)NC1=CC(=NN1C(=O)OCCCC)C1CC1)C